chloro-3-fluoro-pyrido[1,2-a]pyrimidin-4-one ClC=1N=C2N(C(C1F)=O)C=CC=C2